C[C@@H](CN[C@H]([C@@H]1CNC2=C(N1)N=CC=C2)C2=CC=CC=C2)C2=CC=C(C#N)C=C2 4-[(1R)-1-methyl-2-[[(S)-phenyl-[(3S)-1,2,3,4-tetrahydropyrido[2,3-b]pyrazin-3-yl]methyl]amino]ethyl]benzonitrile